COC1=CC2=C(C=3N=CN(C(C3S2)=O)CC(=O)OC)C=C1OC Methyl 2-(7,8-dimethoxy-4-oxobenzo[4,5]thieno[3,2-d]pyrimidin-3(4H)-yl)acetate